NC1CN(CCC1)C1=C2C(=NC=C1NC(=O)C=1N=C(SC1)C1=C(C=CC=C1F)F)C(CC2)O N-{4-[3-aminopiperidin-1-yl]-7-hydroxy-6,7-dihydro-5H-cyclopenta[b]pyridin-3-yl}-2-(2,6-difluorophenyl)-1,3-thiazole-4-carboxamide